4,4'-diisothiocyanatostilbene-2,2-disulfonic acid N(=C=S)C1=CC(C(C=C1)C=CC1=CC=C(C=C1)N=C=S)(S(=O)(=O)O)S(=O)(=O)O